1-toluenesulfonyl-1H-pyrrolo[2,3-b]pyridine-5-carbonitrile C(C1=CC=CC=C1)S(=O)(=O)N1C=CC=2C1=NC=C(C2)C#N